ClC=1C=NN2C1C=CC(=C2)C2(CCC2)N 1-(3-chloropyrazolo[1,5-a]pyridin-6-yl)cyclobutylamine